C(C=C)P(O)(=O)CC1=CC=CC=C1 allyl-benzyl-phosphinic acid